α-D-Glucopyranosyl 2-amino-2-deoxy-β-D-glucopyranosyl-(1→6)-α-D-glucopyranoside N[C@H]1[C@@H](O[C@@H]([C@H]([C@@H]1O)O)CO)OC[C@@H]1[C@H]([C@@H]([C@H]([C@@H](O[C@@H]2[C@H](O)[C@@H](O)[C@H](O)[C@H](O2)CO)O1)O)O)O